FC=1C(=NC(=NC1)C1=CN=C2N1C=C(N=C2)C(F)(F)F)SC 3-(5-fluoro-4-(methylthio)pyrimidin-2-yl)-6-(trifluoromethyl)imidazo[1,2-a]pyrazine